N-methyl-N-pentyl-urea CN(C(=O)N)CCCCC